ClC1=C(C(=CC=C1)Cl)N1N=C(C(=C1)NC1=CC=C(C=C1)S(N)(=O)=O)C(=O)N 1-(2,6-dichlorophenyl)-4-((4-sulfamoylphenyl)amino)-1H-pyrazole-3-carboxamide